N(=[N+]=[N-])CC=1N=C2N(C=CC=N2)C1C1=CC=C(C=C1)C(F)(F)F 2-(azidomethyl)-3-(4-(trifluoromethyl)phenyl)imidazo[1,2-a]pyrimidine